2-(2-(1-((3-(1-(difluoromethyl)-1H-pyrazol-4-yl)pyrazolo[1,5-a]pyrimidin-5-yl)amino)ethyl)-4-fluorophenoxy)ethanol methyl-2-(2-fluoro-3-(trifluoromethyl)phenyl)acetate CC(C(=O)OCCOC1=C(C=C(C=C1)F)C(C)NC1=NC=2N(C=C1)N=CC2C=2C=NN(C2)C(F)F)C2=C(C(=CC=C2)C(F)(F)F)F